(S)-4-aminopyrrolidin-2-one N[C@H]1CC(NC1)=O